1-Ethyl-7-methyl-4-oxo-1,4-dihydro-[1,8]naphthyridine-3-carboxylic Acid (6-{2-[bis-(4-methoxy-phenyl)-phenyl-methoxymethyl]-4-hydroxy-pyrrolidin-1-yl}-6-oxo-hexyl)-amide COC1=CC=C(C=C1)C(OC(C1N(CC(C1)O)C(CCCCCNC(=O)C1=CN(C2=NC(=CC=C2C1=O)C)CC)=O)C1=CC=CC=C1)C1=CC=C(C=C1)OC